2-[2-[2-aminoethoxy]ethoxy]acetic acid NCCOCCOCC(=O)O